NC1=C2N=CN(C2=NC=N1)C1C=CCC1 4-(6-amino-9H-purin-9-yl)cyclopent-2-en